C12(CC(C1)C2)N2N=CC(=C2)COC2CC1(C(N3[C@H](O1)CC[C@H]3C3=NC=CN=C3)=O)C2 (5'S,7a'R)-3-{[1-(bicyclo[1.1.1]pentan-1-yl)-1H-pyrazol-4-yl]methoxy}-5'-(pyrazin-2-yl)tetrahydro-3'H-spiro[cyclobutane-1,2'-pyrrolo[2,1-b][1,3]oxazol]-3'-one